[Hg]F Mercury(I) fluoride